C(CCC)C1(CS(C2=C(N(C1)C1=CC=CC=C1)C=C(C(=C2)O\C=C(\C(=O)OC)/F)Cl)(=O)=O)CCCC Methyl (Z)-3-((3,3-dibutyl-7-chloro-1,1-dioxido-5-phenyl-2,3,4,5-tetrahydro-1,5-benzothiazepin-8-yl)oxy)-2-fluoroacrylate